(2S,4R)-N-((R)-1-(4-carbamimidoylthiophen-2-yl)ethyl)-4-(difluoromethoxy)-1-((9-methyl-9H-fluorene-3-carbonyl)glycyl)pyrrolidine-2-carboxamide C(N)(=N)C=1C=C(SC1)[C@@H](C)NC(=O)[C@H]1N(C[C@@H](C1)OC(F)F)C(CNC(=O)C=1C=CC=2C(C3=CC=CC=C3C2C1)C)=O